[5-[2-(6-tert-butyl-8-fluoro-1-oxo-phthalazin-2-yl)-3-(hydroxymethyl)-4-pyridinyl]-1-methyl-2-oxo-3-pyridinyl]Acetamide C(C)(C)(C)C=1C=C2C=NN(C(C2=C(C1)F)=O)C1=NC=CC(=C1CO)C=1C=C(C(N(C1)C)=O)CC(=O)N